1-(4'-vinyl-[1,1'-biphenyl]-4-yl)ethane ethyl-2-(N-(4-((4-(4,4-difluoropiperidin-1-yl)-6-methyl-1,3,5-triazin-2-yl)carbamoyl)-3-(6-azaspiro[2.5]octan-6-yl)phenyl)sulfamoyl)acetate C(C)OC(CS(NC1=CC(=C(C=C1)C(NC1=NC(=NC(=N1)N1CCC(CC1)(F)F)C)=O)N1CCC2(CC2)CC1)(=O)=O)=O.C(=C)C1=CC=C(C=C1)C1=CC=C(C=C1)CC